ethyl 1-(3,5-difluoro-4-((4-((fluorosulfonyl)oxy)phenoxy)methyl)phenyl)-4-(trifluoromethyl)-1H-1,2,3-triazole-5-carboxylate FC=1C=C(C=C(C1COC1=CC=C(C=C1)OS(=O)(=O)F)F)N1N=NC(=C1C(=O)OCC)C(F)(F)F